C=1(C(=CC=CC1)C=O)C=O benzene-1,2-dicarbaldehyde